1-[6-[4-[(2-isopropoxypyrimidin-5-yl)amino]pyrido[3,2-d]pyrimidin-6-yl]-1,6-diazaspiro[3.3]heptan-1-yl]prop-2-en-1-one C(C)(C)OC1=NC=C(C=N1)NC=1C2=C(N=CN1)C=CC(=N2)N2CC1(CCN1C(C=C)=O)C2